(2R)-N-(4-(tert-butyl)phenyl)-N-(2-(cyclohexyl(methyl)amino)-2-oxo-1-(pyridin-3-yl)ethyl)pyrrolidine-2-carboxamide C(C)(C)(C)C1=CC=C(C=C1)N(C(=O)[C@@H]1NCCC1)C(C(=O)N(C)C1CCCCC1)C=1C=NC=CC1